NC(CNC1=NC=C(C(=N1)NC1CCCCC1)C(=O)N)=O 2-(2-amino-2-oxoethylamino)-4-(cyclohexylamino)pyrimidine-5-carboxamide